4-((4-Hydroxy-4-methylcyclohexyl)amino)-N-(4-(4-methylpiperazin-1-yl)phenyl)-2-oxo-1,2-dihydropyridine-3-carboxamide OC1(CCC(CC1)NC1=C(C(NC=C1)=O)C(=O)NC1=CC=C(C=C1)N1CCN(CC1)C)C